O=C1NC(CCC1N1C(C2=CC(=CC(=C2C1=O)OC)N1CCNCC1)=O)=O 2-(2,6-dioxopiperidin-3-yl)-4-methoxy-6-(piperazin-1-yl)isoindoline-1,3-dione